3-chloro-6,7-difluoro-1,2-benzothiazole ClC1=NSC2=C1C=CC(=C2F)F